7-(3-benzyloxy-1-naphthyl)-2,4-dichloro-8-fluoro-pyrido[4,3-d]pyrimidine C(C1=CC=CC=C1)OC=1C=C(C2=CC=CC=C2C1)C1=C(C=2N=C(N=C(C2C=N1)Cl)Cl)F